cetyl cinnamate C(C=CC1=CC=CC=C1)(=O)OCCCCCCCCCCCCCCCC